3,4-dinitrofurazane [N+](=O)([O-])C1=NON=C1[N+](=O)[O-]